FC1=CC2=C(N=CS2)C=C1NC1=C2C(=NC=C1)SC(=C2)[C@H]2[C@@H](NCC2)C 6-Fluoro-N-(2-((2S,3R)-2-methylpyrrolidin-3-yl)thieno[2,3-b]pyridin-4-yl)benzo[d]thiazol-5-amine